(R)-(2-(Benzyloxy)-4-fluoro-6-hydroxyphenyl)(4-((tetrahydrofuran-3-yl)amino)isoindolin-2-yl)methanone C(C1=CC=CC=C1)OC1=C(C(=CC(=C1)F)O)C(=O)N1CC2=CC=CC(=C2C1)N[C@H]1COCC1